8-vinyl-2-trifluoromethyl-2H-benzopyran-3-carboxylate C(=C)C1=CC=CC=2C=C(C(OC21)C(F)(F)F)C(=O)[O-]